C(C)(=O)N[C@H]1C[C@H](CCC1)C(=O)NC1=NC=C(C(=C1)C1=C2N(N=C1)CCC2)Cl (1s,3r)-3-acetamido-N-(5-chloro-4-(5,6-dihydro-4H-pyrrolo[1,2-b]pyrazol-3-yl)pyridin-2-yl)cyclohexanecarboxamide